periodic acid dihydrate O.O.I(=O)(=O)(=O)O